8-bromo-7-fluoro-5-(isopentylamino)-9-methoxy-1,2-dihydro-4H-pyrrolo[3,2,1-ij]quinolin-4-one BrC=1C(=C2C=C(C(N3C2=C(C1OC)CC3)=O)NCCC(C)C)F